2-(4-acetylphenyl)-10-(2-hydroxyethoxy)-7,7-dimethyl-5,12b-dihydro-1H,7H-chromeno[4,3-c][1,2,4]triazolo[1,2-a]pyridazine-1,3(2H)-dione C(C)(=O)C1=CC=C(C=C1)N1C(N2N(CC=C3C2C=2C=CC(=CC2OC3(C)C)OCCO)C1=O)=O